C(C)(=O)OC[C@@H]1[C@H]([C@H](CO1)O)O (1,4-anhydro-5-deoxy-D-ribitol-5-yl) acetate